N-(4-(6-fluoropyridazin-3-yl)phenyl)-3-(6-(trifluoromethyl)-1H-benzo[d]imidazol-2-yl)aniline FC1=CC=C(N=N1)C1=CC=C(C=C1)NC1=CC(=CC=C1)C1=NC2=C(N1)C=C(C=C2)C(F)(F)F